3-cephem-4-carboxylic acid hydrogen sulfate S(=O)(=O)(O)O.S1CC=C(N2[C@H]1CC2=O)C(=O)O